C(C)(SCCNC(CCNC(=O)[C@@H]1OC(OCC1(C)C)(C)C)=O)=O (R)-S-(2-(3-(2,2,5,5-tetramethyl-1,3-dioxane-4-carboxamido)propanamido)ethyl) ethanethioate